Cl.C1CCN2C1=C(C=1C=CC=CC21)C2=NOC(=N2)[C@H]2[C@H](CNCC2)F 3-(2,3-dihydro-1H-pyrrolo[1,2-a]indol-9-yl)-5-((3R,4S)-3-fluoropiperidin-4-yl)-1,2,4-oxadiazole hydrochloride